C(C)NC=1C=C(SC1)C1=CC(=NC=N1)NCCN1C(=CC2=C(C=C(C=C12)F)C)C [6-(4-Ethylamino-thiophen-2-yl)-pyrimidin-4-yl]-[2-(6-fluoro-2,4-dimethyl-indol-1-yl)-ethyl]-amin